6-methyl-3-[[(1R)-1-[(7S)-14-methyl-5,9-dioxa-2,11,18-triazatetracyclo[8.8.0.02,7.012,17]octadeca-1(18),10,12,14,16-pentaen-16-yl]ethyl]amino]pyridine-2-carboxylic acid CC1=CC=C(C(=N1)C(=O)O)N[C@H](C)C=1C=C(C=C2N=C3OC[C@@H]4COCCN4C3=NC12)C